N=1N=CN2C1SC=C2 thiazolo[2,3-c][1,2,4]triazole